FC1=CC=C(CN(C(COC)=O)C2CCN(CC2)CCC2=CC=CC=C2)C=C1 N-(4-fluorobenzyl)-2-methoxy-N-(1-phenethylpiperidin-4-yl)acetamide